uranium Carbon Oxide [C]=O.[U]